COC1=CC(=CC(=C1OC)OC)/C=C/C(=O)O 3,4,5-trimethoxyphenylacrylic acid